methyl (S)-2-(6-fluorobenzo[d]oxazol-2-yl)-6-methoxy-5-((4-(trifluoromethyl) benzyl)oxy)-1,2,3,4-tetrahydroisoquinoline-3-carboxylate FC1=CC2=C(N=C(O2)N2CC3=CC=C(C(=C3C[C@H]2C(=O)OC)OCC2=CC=C(C=C2)C(F)(F)F)OC)C=C1